C(C)(C)(C)OC(NC=1C=NC(=CC1)C(=O)C1(CC(C1)(F)F)C1=NC=CC=C1)=O (6-(3,3-Difluoro-1-(pyridin-2-yl)cyclobutane-1-carbonyl)pyridin-3-yl)carbamic acid tert-butyl ester